2-(difluoromethyl)-8-methyl-7-(3-(trifluoromethyl)-7,8-dihydro-1,6-naphthyridin-6(5H)-yl)-4H-pyrimido[1,2-b]pyridazin-4-one FC(C=1N=C2N(N=C(C(=C2)C)N2CC=3C=C(C=NC3CC2)C(F)(F)F)C(C1)=O)F